C(C)OC1=NC(=NC=C1C(=O)NC1=CC2=CN(N=C2C=C1)C)SC 4-ethoxy-N-(2-methyl-2H-indazol-5-yl)-2-(methylsulfanyl)pyrimidine-5-carboxamide